1-benzyl-6-bromo-4-((3-fluoropyridin-2-yl)(tetrahydro-2H-pyran-4-yl)methyl)-1,4-dihydropyrrolo[2',3':4,5]pyrrolo[3,2-b]pyridine-2-carboxylic acid methyl ester COC(=O)C1=CC2=C(C3=NC=C(C=C3N2C(C2CCOCC2)C2=NC=CC=C2F)Br)N1CC1=CC=CC=C1